O=C1NC(CCC1N1C(C2=C(C=C(C=C2C1)CN1CCN(CC1)CC1=C(C=C(C=C1)NC(C1=CC(=C(C=C1)C)C#CC1=CN=C2N1N=CC=C2)=O)C(F)(F)F)F)=O)=O N-(4-((4-((2-(2,6-dioxopiperidin-3-yl)-7-fluoro-1-oxoisoindolin-5-yl)methyl)piperazin-1-yl)methyl)-3-(trifluoromethyl)phenyl)-3-(imidazo[1,2-b]pyridazin-3-ylethynyl)-4-methylbenzamide